9-(3-(6-hydroxy-7-((4-(trifluoromethyl)phenyl)sulfonyl)heptanamido)propyl)-9H-carbazole-2,7-dicarboxamide OC(CCCCC(=O)NCCCN1C2=CC(=CC=C2C=2C=CC(=CC12)C(=O)N)C(=O)N)CS(=O)(=O)C1=CC=C(C=C1)C(F)(F)F